BrC1=C(C=CC(=C1)F)C1N=C(NC(=C1C(=O)OCC)CNCCC(C(C)(C)C)=O)C=1SC=CN1 ethyl 4-(2-bromo-4-fluorophenyl)-6-(((2-pivaloylethyl) amino) methyl)-2-(thiazol-2-yl)-1,4-dihydropyrimidine-5-carboxylate